BrC=1C(=NN(C1C)C)CN(C(OC(C)(C)C)=O)C tert-butyl ((4-bromo-1,5-dimethyl-1H-pyrazol-3-yl)methyl)(methyl)carbamate